[Cl-].NC=1C=C2SC3=CC(C=CC3=NC2=CC1)=[N+](C)C (7-aminophenothiazin-3-ylidene)-dimethylazanium chloride